ammonium TFA salt [O-]C(=O)C(F)(F)F.[NH4+]